CN(C)CC(=O)NC1=CC=C(C=C1)NC=1N=CC2=C(N1)CN(CC2)C2=C(C1=C(OCCN1)N=C2)C (dimethylamino)-N-{4-[(7-{8-methyl-1H,2H,3H-pyrido[2,3-b][1,4]oxazin-7-yl}-5H,6H,7H,8H-pyrido[3,4-d]pyrimidin-2-yl)amino]phenyl}acetamide